CC=1C2=C(N=NC1C1=C(C=3CCC3C=C1)O)N(C=C2)[C@H]2CN(CCC2)C 3-[4-methyl-7-[(3R)-1-methyl-3-piperidyl]pyrrolo[2,3-c]pyridazin-3-yl]bicyclo[4.2.0]octa-1(6),2,4-trien-2-ol